BrC=1C=C2C(=NC=NC2=CC1)OC=1C=C(N)C=CC1 3-((6-bromoquinazolin-4-yl)oxy)aniline